[N+](=O)([O-])C1=C(C=CC=C1)NC1CCN(CC1)C(=O)OC(C)(C)C Tert-butyl 4-((2-nitrophenyl)amino)piperidine-1-carboxylate